1-(4-ethynylphenyl)-2,3,4,9-tetrahydro-1H-pyrido[3,4-b]indole C(#C)C1=CC=C(C=C1)C1NCCC2=C1NC1=CC=CC=C21